N-but-3-enyl-N-(3-fluorobut-3-enyl)-4-methyl-benzenesulfonamide C(CC=C)N(S(=O)(=O)C1=CC=C(C=C1)C)CCC(=C)F